C(C)\[N+](\CCOC)=C/1\C=CC2=NC3=CC(=C(C=C3OC2=C1)NCC)C (E)-N-ethyl-N-(7-(ethylamino)-8-methyl-3H-phenoxazin-3-ylidene)-2-methoxyethan-1-aminium